(R)-6-Methyl-N-(1-(naphthalen-1-yl)ethyl)benzo[d][1,3]dioxole-5-carboxamide CC=1C(=CC2=C(OCO2)C1)C(=O)N[C@H](C)C1=CC=CC2=CC=CC=C12